[N+](=O)([O-])C1=CC=CC2=NC3=CC=CC=C3C(=C12)NCCC(=O)OC Methyl 3-[(1-nitroacridin-9-yl)amino]propanoate